N-acetylproline C(C)(=O)N1[C@@H](CCC1)C(=O)O